C(CC(=O)OCCCCCC)(=O)OCCCCCC dihexyl propanedioate